ethyl 1-[6-(4,4-difluoropiperidin-1-yl)-5-methylpyridin-3-yl]imidazole-4-carboxylate FC1(CCN(CC1)C1=C(C=C(C=N1)N1C=NC(=C1)C(=O)OCC)C)F